5-((4-methoxybenzyl)oxy)-2-nitro-1,3-bis(trifluoromethyl)benzene COC1=CC=C(COC=2C=C(C(=C(C2)C(F)(F)F)[N+](=O)[O-])C(F)(F)F)C=C1